CC1=C(C[C@H](N)C(=O)O)C(=CC(=C1)C)C L-2,4,6-trimethylphenylalanine